4-ethyl-2,3-diketopiperazine C(C)N1C(C(NCC1)=O)=O